[Yb].[Al].[Bi] bismuth aluminum ytterbium